di(butoxyethoxyethyl) terephthalate C(C1=CC=C(C(=O)OCCOCCOCCCC)C=C1)(=O)OCCOCCOCCCC